1-(4-(3-Aminobenzo[d]isoxazol-4-yl)-2,5-difluorophenyl)-3-(3-(trifluoromethoxy)phenyl)urea NC1=NOC2=C1C(=CC=C2)C2=CC(=C(C=C2F)NC(=O)NC2=CC(=CC=C2)OC(F)(F)F)F